2-(2-chloro-5-cyanophenyl)-5,7-difluoro-N-methyl-4-oxo-1,4-dihydroquinoline-6-carboxamide ClC1=C(C=C(C=C1)C#N)C=1NC2=CC(=C(C(=C2C(C1)=O)F)C(=O)NC)F